OC(C(=O)C=1C=C2C(CC(C2=CC1)(C)C1=CC=C(C=C1)C(C(C)(C)O)=O)(C)C)(C)C 2-Hydroxy-1-[1-[4-(2-hydroxy-2-methylpropanoyl)phenyl]-1,3,3-trimethylindan-5-yl]-2-methylpropan-1-one